FC(OC=1C=C(C=CC1)[C@@]12CCN(C[C@H]2C1)C(=O)C1CC2(C1)NC(CC2)=O)(F)F (2r,4r)-2-((1s,6r)-6-(3-(trifluoromethoxy)phenyl)-3-azabicyclo[4.1.0]heptane-3-carbonyl)-5-azaspiro[3.4]octane-6-one